C(C)(C)(C)C1=CC=C(C=C1)C1=NNC=N1 3-(4-(tert-butyl)phenyl)-[1,2,4]triazole